5-(4-((1-methyl-1H-indazol-4-yl)methoxy)phenyl)-2-oxo-6-(trifluoromethyl)-1,2-dihydropyridine-3-carboxamide CN1N=CC2=C(C=CC=C12)COC1=CC=C(C=C1)C=1C=C(C(NC1C(F)(F)F)=O)C(=O)N